ethyl 3-[tert-butoxycarbonyl-(3-methoxy-4-methyl-phenyl)carbamoyl]-bicyclo[3.1.0]hexane-6-carboxylate C(C)(C)(C)OC(=O)N(C(=O)C1CC2C(C2C1)C(=O)OCC)C1=CC(=C(C=C1)C)OC